ClC=1C=CC(=C(C1)C1=CC(=C(N=N1)SCC1OC(OC1)(C)C)NC1=CC(=NC=C1)NC(CCN1CCN(CC1)C)=O)F N-(4-{[6-(5-chloro-2-fluorophenyl)-3-{[(2,2-dimethyl-1,3-dioxolan-4-yl)methyl]sulfanyl}pyridazin-4-yl]amino}pyridin-2-yl)-3-(4-methylpiperazin-1-yl)propanamide